N-(3-chloro-2-methyl-phenyl)-4-[[3-[(5,5-dimethyl-1,4-dioxan-2-yl)methoxy]-4-pyridyl]methylamino]-6-oxo-2,3-dihydro-1H-pyridine-5-carbothioamide ClC=1C(=C(C=CC1)NC(=S)C1=C(CCNC1=O)NCC1=C(C=NC=C1)OCC1OCC(OC1)(C)C)C